3-(3-methyl-1,3-diazinon-1-yl)propanamide CN1C(N(C=CC1)CCC(=O)N)=O